Spiro[3.4]octan-2-yl L-alaninate Hydrochloride Cl.N[C@@H](C)C(=O)OC1CC2(C1)CCCC2